3-(2,6-difluoro-4-(3-methyl-3-((5-(spiro[3.3]heptan-2-yl)-1,3,4-oxadiazol-2-yl)amino)azetidin-1-yl)phenyl)piperidine-2,6-dione FC1=C(C(=CC(=C1)N1CC(C1)(NC=1OC(=NN1)C1CC2(C1)CCC2)C)F)C2C(NC(CC2)=O)=O